5-[4-[(3S)-1-(3-fluoropropyl)pyrrolidin-3-yl]oxyphenyl]-6-(5-methylisoxazol-4-yl)-8,9-dihydro-7H-benzo[7]annulen-2-ol FCCCN1C[C@H](CC1)OC1=CC=C(C=C1)C1=C(CCCC2=C1C=CC(=C2)O)C=2C=NOC2C